FC1=CC=C(C=C1)C(C(=O)N)CC 2-(4-fluorophenyl)butanamid